2-(4-Amino-1-(tert-butyl)-1H-pyrazolo[3,4-d]pyrimidin-3-yl)-5-chloro-N-methyl-1H-indole-6-carboxamide NC1=C2C(=NC=N1)N(N=C2C=2NC1=CC(=C(C=C1C2)Cl)C(=O)NC)C(C)(C)C